[OH-].C(C)[N+](C)(C)CC diethyl-dimethyl-ammonium hydroxide